4-((R)-4-((1-(Hydroxymethyl)cyclobutyl)amino)-5-oxido-6,7-dihydrothieno[3,2-d]pyrimidin-2-yl)-1-(2-methoxycyclohexyl)pyridin-2(1H)-one OCC1(CCC1)NC=1C2=C(N=C(N1)C1=CC(N(C=C1)C1C(CCCC1)OC)=O)CC[S@]2=O